((3-chloro-5-trifluoromethylpyridin-2-yl)methylene)-4-methylbenzenesulfonamide ClC=1C(=NC=C(C1)C(F)(F)F)C=NS(=O)(=O)C1=CC=C(C=C1)C